NC=1C(=C2CN(C(C2=CC1)=O)C1C(NC(CC1)=O)=O)F 3-(5-amino-4-fluoro-1-oxo-isoindolin-2-yl)piperidine-2,6-dione